ClC=1C=CC(=C(C1)C1CCN(CC1)C1CC2(CNC2)CC1)OC 6-(4-(5-chloro-2-methoxyphenyl)piperidin-1-yl)-2-azaspiro[3.4]Octane